C1(CC1)C1=NNC2=C1C(=NC=C2)C2=CC(=C(C=C2)S(=O)(=O)C)OC 3-cyclopropyl-4-(3-methoxy-4-(methylsulfonyl)phenyl)-1H-pyrazolo[4,3-c]pyridine